N1C=C(C2=CC=CC=C12)NC1=NC(=NC=C1C(=O)O)C 4-((1H-indol-3-yl)amino)-2-methylpyrimidine-5-carboxylic acid